C1C(CCCC)O1 1-hexene oxide